C1(CCC1)OC1=CC=C(CNC(N(CCC2N(CCCC2)C)CC2=CC=C(C=C2)F)=O)C=C1 3-(4-Cyclobutoxybenzyl)-1-(4-fluorobenzyl)-1-(2-(1-methylpiperidin-2-yl)ethyl)urea